CC1=NN=C(O1)C1=C(C=CC=C1)C1CCN(CC1)[C@@H]1COC2(CN(C2)C=2OC=NN2)C1 (S)-7-(4-(2-(5-methyl-1,3,4-oxadiazol-2-yl)phenyl)piperidin-1-yl)-2-(1,3,4-oxadiazol-2-yl)-5-oxa-2-azaspiro[3.4]octane